C(C(C)C)N1CC(C1)N1N=CC(=C1)NC1=NC=C(C(=N1)NCCCN1C(CCCC1)=O)C(F)(F)F 1-(3-((2-((1-(1-isobutylazetidin-3-yl)-1H-pyrazol-4-yl)amino)-5-(trifluoromethyl)pyrimidin-4-yl)amino)propyl)piperidin-2-one